ClC=1C=C(C=CC1F)N(C(C)=O)C1=NC=CC(=C1)NC(CC1=C(C=C(C=C1)F)Cl)=O N-(3-chloro-4-fluorophenyl)-N-{4-[2-(2-chloro-4-fluorophenyl)acetamido]pyridin-2-yl}acetamide